C1(C=2N(C=CN1)C=CC(C2)=O)=O Pyrido[1,2-a]pyrazine-1,8-dione